N[C@@H]1CN(CCC1)CC=1C=C(C=C(C1)N1C=NC(=C1)C)NC(=O)C1=NC=CC(=C1)C1=CC=C(C=C1)F N-(3-{[(3S)-3-aminopiperidin-1-yl]methyl}-5-(4-methyl-1H-imidazol-1-yl)phenyl)-4-(4-fluorophenyl)pyridine-2-carboxamide